6-((benzyloxy)methyl)-1-(2-hydroxyethyl)-4-methylpyrido[2,3-d]pyridazine-2,5(1H,6H)-dione C(C1=CC=CC=C1)OCN1N=CC2=C(C1=O)C(=CC(N2CCO)=O)C